isopropyl ((((R,S)-(2R,3R,4R,5R)-5-(2-amino-6-(methylamino)-9H-purin-9-yl)-4-fluoro-3-hydroxy-4-methyltetrahydrofuran-2-yl)methoxy)-phenoxy-phosphoryl)-L-alaninate NC1=NC(=C2N=CN(C2=N1)[C@H]1[C@]([C@@H]([C@H](O1)COP(=O)(OC1=CC=CC=C1)N[C@@H](C)C(=O)OC(C)C)O)(C)F)NC